methyl (S)-oxetane-2-carboxylate O1[C@@H](CC1)C(=O)OC